2,3-dimethyl-1,4-butanediol CC(CO)C(CO)C